(R)-N1-ethylpropane-1,2-diamine C(C)NC[C@@H](C)N